1-(5-(6',8'-dihydrospiro[chromane-4,9'-pyrido[3',2':4,5]imidazo[2,1-c][1,4]oxazin]-2'-yl)pyrimidin-2-yl)pyrrolidin-3-ol N1=C(C=CC=2N=C3COCC4(N3C21)CCOC2=CC=CC=C24)C=2C=NC(=NC2)N2CC(CC2)O